6-{5-chloro-2-[(2,2-dimethyloxan-4-yl)amino]pyrimidin-4-yl}-2-[2-oxo-2-(1,2,3,4-tetrahydroisoquinolin-2-yl)ethyl]-2,3-dihydro-1H-isoindol-1-one ClC=1C(=NC(=NC1)NC1CC(OCC1)(C)C)C1=CC=C2CN(C(C2=C1)=O)CC(N1CC2=CC=CC=C2CC1)=O